(3S)-3-({8-carbamoyl-6-[2-cyano-4-(2-methoxyethoxy)phenyl]pyrido[3,2-d]pyrimidin-4-yl}amino)piperidine-1-carboxylic acid tert-butyl ester C(C)(C)(C)OC(=O)N1C[C@H](CCC1)NC=1C2=C(N=CN1)C(=CC(=N2)C2=C(C=C(C=C2)OCCOC)C#N)C(N)=O